Cl.C1N(C[C@@H]2[C@H]1CNC2)C(C)=O 1-((3aR,6aS)-hexahydropyrrolo[3,4-c]pyrrol-2(1H)-yl)ethan-1-one hydrochloride